tert-butyl 4-[(6-chloro-3,4-dihydro-2H-quinolin-1-yl)methyl]piperidine-1-carboxylate ClC=1C=C2CCCN(C2=CC1)CC1CCN(CC1)C(=O)OC(C)(C)C